IC1=CN(C2=NC=CC(=C21)N2CCCCC2)S(=O)(=O)C2=CC=C(C)C=C2 3-iodo-4-(1-piperidinyl)-1-(p-toluenesulfonyl)pyrrolo[2,3-b]Pyridine